C(C)S(=O)(=O)C1=CC=C(C=C1)C1=CC=C(S1)CN1C(NN=C1)=O 4-({5-[4-(ethylsulfonyl)phenyl]thiophen-2-yl}methyl)-2,4-dihydro-3H-1,2,4-triazol-3-one